O1C(CCCC1)N1N=CC(=C1)C=1C=CC2=C(C1)COC1=NC(=CC=C12)OC1C[C@H]2CC[C@@H](C1)N2C(=O)OC(C)(C)C tert-butyl (1R,3s,5S)-3-((8-(1-(tetrahydro-2H-pyran-2-yl)-1H-pyrazol-4-yl)-6H-isochromeno[3,4-b]pyridin-3-yl)oxy)-8-azabicyclo[3.2.1]octane-8-carboxylate